(3aS,5aS,9aS,9bS)-3a,6,6,9a-tetramethyldodeca-hydronaphtho[2,1-b]furan C[C@@]12OCC[C@H]1[C@]1(CCCC([C@@H]1CC2)(C)C)C